3-(2,2-Dimethylbenzo[d][1,3]dioxol-5-yl)propanal CC1(OC2=C(O1)C=CC(=C2)CCC=O)C